C(C)C(C1=CC(OC)=C(O)C=C1)O Ethylvanillyl alcohol